methyl 4-fluoro-5,6-dimethoxybenzo[b]thiophene-2-carboxylate FC1=C(C(=CC=2SC(=CC21)C(=O)OC)OC)OC